thiaselenane C1CC[Se]SC1